C(C)(=O)NC1=CC(=C(C=N1)B(O)O)C 6-ACETAMIDO-4-METHYLPYRIDINE-3-BORONIC ACID